C(CCCCC(C)C)N Isooctanamine